3-(5-fluoro-7-methoxy-1-oxoisoindolin-3-yl)piperidine-2,6-dione FC=1C=C2C(NC(C2=C(C1)OC)=O)C1C(NC(CC1)=O)=O